O[C@@]1(C(N(CC1)C)=O)C1=CC(=NO1)C1=CC(=CC=C1)C=1C2=C(N=CN1)SC=C2 (R)-3-hydroxy-1-methyl-3-(3-(3-(thieno[2,3-d]pyrimidin-4-yl)phenyl)isoxazol-5-yl)pyrrolidin-2-one